2-methylthio-N6-hydroxy-N-valylcarbamoyl-adenosine CSC=1N=C(C=2N=CN([C@H]3[C@H](O)[C@H](O)[C@@H](CO)O3)C2N1)N(C(NC([C@@H](N)C(C)C)=O)=O)O